(S)-3-(4-(6-((6-amino-2-(difluoromethyl)pyrimidin-4-yl)amino)-4-methoxypyridin-3-yl)-1H-pyrazol-1-yl)pyrrolidine-1-carboxylic acid tert-butyl ester C(C)(C)(C)OC(=O)N1C[C@H](CC1)N1N=CC(=C1)C=1C=NC(=CC1OC)NC1=NC(=NC(=C1)N)C(F)F